2-(4-(2-fluoro-9-hydroxy-9-(trifluoromethyl)-9H-fluoren-4-yl)-1H-pyrazol-1-yl)-N'-(pyrimidin-2-yl)propanehydrazide FC1=CC=2C(C3=CC=CC=C3C2C(=C1)C=1C=NN(C1)C(C(=O)NNC1=NC=CC=N1)C)(C(F)(F)F)O